ClC1=CC=C(C=N1)CN(C)C 1-(6-chloropyridine-3-yl)-N,N-dimethyl-methylamine